C(C)(C)(C)OC(=O)N1CC2=C(CC1)C(=C(S2)CCC2=CC=C(C=C2)F)C(=O)N[C@@H](C)C2=CC=C(C(=O)O)C=C2 (S)-4-(1-(6-(tert-butoxycarbonyl)-2-(4-fluorophenylethyl)-4,5,6,7-tetrahydrothieno[2,3-c]pyridine-3-carboxamido)ethyl)benzoic acid